N1NCC=C1C(=O)[O-] dihydro-1H-pyrazole-5-carboxylate